exo-tert-butyl (7-fluoro-6-(4-methylpyridin-3-yl)-3-(2-oxobicyclo[4.1.0]heptane-7-carboxamido)isoquinolin-8-yl)carbamate FC1=C(C=C2C=C(N=CC2=C1NC(OC(C)(C)C)=O)NC(=O)C1C2CCCC(C12)=O)C=1C=NC=CC1C